p-aminodiphenylamine C1=CC=C(C=C1)NC2=CC=C(C=C2)N